(11R)-6-(2,6-dimethylphenyl)-7-(1-isobutylpyrazol-4-yl)-11-methyl-2,2-dioxo-9-oxa-2λ6-thia-3,5,12,19-tetrazatricyclo[12.3.1.14,8]nonadeca-1(18),4(19),5,7,14,16-hexaen-13-one CC1=C(C(=CC=C1)C)C1=NC=2NS(C=3C=CC=C(C(N[C@@H](COC(=C1C=1C=NN(C1)CC(C)C)N2)C)=O)C3)(=O)=O